Cl.FCCN1N=CC(=C1)C1=CC=C2C(=CC=NC2=C1)OC1=CC=C(C=C1)NC(=O)C1(CC1)C(=O)NC1=CC=C(C=C1)F 1-N-[4-[7-[1-(2-fluoroethyl)pyrazol-4-yl]Quinolin-4-yl]Oxyphenyl]-1-N'-(4-fluorophenyl)cyclopropane-1,1-dicarboxamide hydrochloride